Propyl-ethoxyethyl-morpholine C(CC)C1N(CCOC1)CCOCC